ClC1=CC=C(C(=O)O[C@@H]2C=CO[C@@H]([C@H]2O)CO)C=C1 3-O-(4-chlorobenzoyl)-D-glucal